2'-chloro-N-(5-(5-chloro-4-(difluoromethyl)pyrimidine-2-carbonyl)-5,6-dihydro-4H-pyrrolo[3,4-d]thiazol-2-yl)-5'-methoxy-6-methyl-[4,4'-bipyridine]-3-carboxamide ClC1=NC=C(C(=C1)C1=C(C=NC(=C1)C)C(=O)NC=1SC2=C(N1)CN(C2)C(=O)C2=NC=C(C(=N2)C(F)F)Cl)OC